FC1=C(C=C2C=C(N=CC2=C1)NC(NC1CCOCC1)=O)C1=C(C2=C(OCCN2C(=O)OC(C)(C)C)N=C1)C tert-Butyl 7-[7-fluoro-3-(tetrahydropyran-4-ylcarbamoylamino)-6-isoquinolyl]-8-methyl-2,3-dihydropyrido[2,3-b][1,4]oxazine-1-carboxylate